tert-butyl (2R,5S)-5-(3-chlorobenzamido)-2-{5-[2-(trifluoromethoxy)ethoxy]-1,3,4-oxadiazol-2-yl}piperidine-1-carboxylate ClC=1C=C(C(=O)N[C@H]2CC[C@@H](N(C2)C(=O)OC(C)(C)C)C=2OC(=NN2)OCCOC(F)(F)F)C=CC1